C(C)SC1=C(N=C(N1C)C1=CC=C(C=C1)C(F)(F)F)NC(OC(C)(C)C)=O tert-butyl N-[5-ethylsulfanyl-1-methyl-2-[4-(trifluoromethyl)phenyl]imidazol-4-yl]carbamate